1-({4-[5-(trifluoromethyl)-1,2,4-oxadiazol-3-yl]phenyl}methyl)-1H-pyrazole-4-carboxylic acid FC(C1=NC(=NO1)C1=CC=C(C=C1)CN1N=CC(=C1)C(=O)O)(F)F